COCCOC1=CN=C(N=C1)[N-]S(=O)(=O)C2=CC=CC=C2.[Na+] The molecule is the organic sodium salt of glymidine. It is a hypoglycemic drug used for the treatment of diabetes mellitus. It has a role as a hypoglycemic agent. It contains a glymidine(1-).